N-cyclopropyl-3-(difluoromethyl)-N-(2-ethyl-5-fluorobenzyl)-5-fluoro-1H-pyrazole-4-carboxamide C1(CC1)N(C(=O)C=1C(=NNC1F)C(F)F)CC1=C(C=CC(=C1)F)CC